3-(4-(4,4,5,5-tetramethyl-1,3,2-dioxaborolan-2-yl)phenyl)-3-(4-(trifluoro-methoxy)phenyl)-7-(trifluoromethyl)indolin-2-one CC1(OB(OC1(C)C)C1=CC=C(C=C1)C1(C(NC2=C(C=CC=C12)C(F)(F)F)=O)C1=CC=C(C=C1)OC(F)(F)F)C